ClCC1=CC=C(C=C1)CO (4-(chloromethyl)phenyl)methanol